NC1C(CC(CC1)NCC=1C=2N(C=CC1)C=CN2)O 2-amino-5-((imidazo[1,2-a]pyridin-8-ylmethyl)amino)cyclohexan-1-ol